5-(3-cyanophenyl)-N-(3-(3,3,3-trifluoro-2-hydroxy-2-methylpropyl)-1,2,4-thiadiazol-5-yl)thiophene-3-carboxamide C(#N)C=1C=C(C=CC1)C1=CC(=CS1)C(=O)NC1=NC(=NS1)CC(C(F)(F)F)(C)O